(R)-2-bromo-2-(1,4-dioxaspiro[4.5]decan-8-yl)acetic acid Br[C@@H](C(=O)O)C1CCC2(OCCO2)CC1